C(#N)CN(C(C1=C(C=C(C=C1)C1=NOC(C1)(C(F)(F)F)C1=CC(=C(C(=C1)Cl)F)Cl)C)=O)CC1CC1 N-(cyanomethyl)-N-(cyclopropylmethyl)-4-(5-(3,5-dichloro-4-fluorophenyl)-5-(trifluoromethyl)-4,5-dihydroisoxazol-3-yl)-2-methylbenzamide